4-[[(2R,3R,4S,5S)-3-(3,4-difluoro-2-methoxy-phenyl)-4,5-dimethyl-5-(trifluoromethyl)tetrahydrofuran-2-carbonyl]amino]-5-methyl-pyridine-2-carboxamide FC=1C(=C(C=CC1F)[C@@H]1[C@@H](O[C@@]([C@H]1C)(C(F)(F)F)C)C(=O)NC1=CC(=NC=C1C)C(=O)N)OC